ClC1=C(C=CC=C1)CC(=O)NC1=CC(=NC=C1)NC(C)=O N-{4-[2-(2-chlorophenyl)acetamido]pyridin-2-yl}acetamide